tricalcium silicate [Si]([O-])([O-])([O-])[O-].[Ca+2].[Ca+2].[Ca+2]